O=C1C[C@@H]2N(C3=C(OC2)C=C(C(=C3)C(=O)OC)C(=O)OC)CC1 dimethyl (S)-8-oxo-6,6a,7,8,9,10-hexahydrobenzo[b]pyrido[1,2-d][1,4]oxazine-2,3-dicarboxylate